N-[(1R,5S)-3-[[4-(Trifluoromethylsulfanyl)phenyl]methyl]-3-azabicyclo[3.1.0]hexan-6-yl]prop-2-enamide FC(F)(F)SC1=CC=C(C=C1)CN1C[C@@H]2C([C@@H]2C1)NC(C=C)=O